1-(2-chloro-4-fluoro-3-methylphenyl)-2,5-dimethyl-6-oxo-1,6-dihydropyrimidin-4-yl 4-methylbenzene-1-sulfonate CC1=CC=C(C=C1)S(=O)(=O)OC=1N=C(N(C(C1C)=O)C1=C(C(=C(C=C1)F)C)Cl)C